CC1(CC2=C(O1)C(=CC(=C2)C)C)CC(=O)OC methyl 2,5,7-trimethyl-3-benzofuranacetate